5-(2-(3-acetyl-5-(trifluoromethyl)phenylamino)-5-methylpyrimidin-4-ylamino)benzo[d]oxazol-2(3H)-one C(C)(=O)C=1C=C(C=C(C1)C(F)(F)F)NC1=NC=C(C(=N1)NC=1C=CC2=C(NC(O2)=O)C1)C